(3-nitro-5-(quinoxalin-2-yl)phenyl)methanol [N+](=O)([O-])C=1C=C(C=C(C1)C1=NC2=CC=CC=C2N=C1)CO